4-ethenyl-1,3-dioxol-2-one C(=C)C=1OC(OC1)=O